1-(methyl((2-oxo-4-(o-tolyl)-2H-chromen-7-yl)methyl)carbamoyl)piperidine-4-carboxylic acid CN(C(=O)N1CCC(CC1)C(=O)O)CC1=CC=C2C(=CC(OC2=C1)=O)C1=C(C=CC=C1)C